FC=1C=C(CC=2C=NN(C2)C(=O)N[C@@H]2C(N(C3=C(OC2)C=CC(=C3)O[C@H]3COCC3)C)=O)C=CC1 4-(3-fluorobenzyl)-N-((S)-5-methyl-4-oxo-7-(((R)-tetrahydrofuran-3-yl)oxy)-2,3,4,5-tetrahydrobenzo[b][1,4]oxazepin-3-yl)-1H-pyrazole-1-carboxamide